3-(6-(6-oxo-octahydro-2H-pyrido[1,2-a]pyrazin-2-yl)pyrimidin-4-yl)imidazo[1,2-b]pyridazine-6-carbonitrile O=C1CCCC2N1CCN(C2)C2=CC(=NC=N2)C2=CN=C1N2N=C(C=C1)C#N